(S)-4-methyl-N-(4-morpholinophenyl)-2-(naphthalene-2-sulfonylamino)pentanamide CC(C[C@@H](C(=O)NC1=CC=C(C=C1)N1CCOCC1)NS(=O)(=O)C1=CC2=CC=CC=C2C=C1)C